7-[(3S,4S)-3-fluoro-2,2,6,6-tetramethylpiperidin-4-yl]-7H-pyrrolo[2,3-c]pyridazin F[C@@H]1C(NC(C[C@@H]1N1C=CC2=C1N=NC=C2)(C)C)(C)C